2-bromo-5-tert-butyldiphenylsilyloxy-1,3-dimethoxybenzene BrC1=C(C=C(C=C1OC)O[Si](C1=CC=CC=C1)(C1=CC=CC=C1)C(C)(C)C)OC